BrCC1=NC=C(C=C1Br)F 2-(bromomethyl)-3-bromo-5-fluoropyridine